OC1(C(=O)NC(C1)=O)S(=O)(=O)O hydroxysulfo-succinimid